C(C)(C)C1=C(C=CC=C1)C=1N=C(C2=C(N1)C=CN2)NCC2=CC=C(C=C2)C2=NC=CC=C2 2-(2-Isopropylphenyl)-N-(4-(pyridin-2-yl)benzyl)-5H-pyrrolo[3,2-d]pyrimidin-4-amine